1-(4-(6-cyclopropyl-7-phenylquinazolin-4-yl)piperazin-1-yl)prop-2-en-1-one C1(CC1)C=1C=C2C(=NC=NC2=CC1C1=CC=CC=C1)N1CCN(CC1)C(C=C)=O